BrC=1C(=C2C=NNC2=CC1)C 5-bromo-4-methyl-1H-indazole